C(=O)C1=CC=C(N=N1)OC1=CC=C(C=C1)C(C)(C)C1=CC=C(OC2CCC2)C=C1 (1r,3r)-3-(4-(2-(4-((6-formylpyridazin-3-yl)oxy)phenyl)propan-2-yl)phenoxy)cyclobutane